4-(1-methyl-1H-imidazol-5-yl)pyrimidine-2-carboxylic acid HCl Cl.CN1C=NC=C1C1=NC(=NC=C1)C(=O)O